(3-((5-fluoro-2-(4-(hydroxymethyl)-1-methyl-1H-pyrazol-5-yl)pyridin-4-yl)oxy)azetidin-1-yl)methanone FC=1C(=CC(=NC1)C1=C(C=NN1C)CO)OC1CN(C1)C=O